[2-[3-(trifluoromethoxy)phenoxy]pyrimidin-5-yl]boronic acid FC(OC=1C=C(OC2=NC=C(C=N2)B(O)O)C=CC1)(F)F